ClC1=C(C=C(C(=C1)[N+](=O)[O-])Cl)N1CCC(CC1)(O)CC(=O)OC(C)(C)C tert-butyl 2-[1-(2,5-dichloro-4-nitro-phenyl)-4-hydroxy-4-piperidyl]acetate